BrC1=CC=NN1CCCO 3-(5-bromo-1H-pyrazol-1-yl)propan-1-ol